3-chloro-2-(2-chloroethoxy)-5-(2-(4-ethynylphenyl)propan-2-yl)benzonitrile ClC=1C(=C(C#N)C=C(C1)C(C)(C)C1=CC=C(C=C1)C#C)OCCCl